1,1,2,2,3,3,4,4,4-nonafluorobutane-1-sulfonic acid FC(C(C(C(F)(F)F)(F)F)(F)F)(S(=O)(=O)O)F